N1,N1-Bis(3-aminopropyl)-N3-octadecyl-1,3-propanediamine NCCCN(CCCNCCCCCCCCCCCCCCCCCC)CCCN